methyl 2-(1-(1-(2,6-bis(benzyloxy)pyridin-3-yl)-3-methyl-2-oxo-2,3-dihydro-1H-benzo[d]imidazol-5-yl)-1H-indol-5-yl)acetate C(C1=CC=CC=C1)OC1=NC(=CC=C1N1C(N(C2=C1C=CC(=C2)N2C=CC1=CC(=CC=C21)CC(=O)OC)C)=O)OCC2=CC=CC=C2